O1C2=C(N=CC1C(=O)Cl)C=CC=C2 benzo[b][1,4]oxazine-2-carbonyl chloride